(1R,2R,3aS,10aR)-2-hydroxy-1-[(1E,3S)-3-hydroxy-1-octen-1-yl]-2,3,3a,9,10,10a-hexahydro-1H-benzo[b]cyclopenta[f]oxepin-6-carboxylic acid O[C@@H]1C[C@H]2[C@H](CCC3=C(O2)C=C(C=C3)C(=O)O)[C@H]1\C=C\[C@H](CCCCC)O